BrC=1NC2=C(C=CC=C2C1C#N)F 2-Bromo-7-fluoro-1H-indole-3-carbonitrile